C(C)(C)(CC(C)(C)C)NN1NC(=CC(=N1)Cl)Cl 2-tert-octylamino-4,6-dichlorotriazine